FC=1C(=C(C=CC1F)[C@@H]1[C@@H](O[C@]([C@H]1C)(C(F)(F)F)C)C(=O)OC)C |r| methyl rac-(2R,3R,4S,5R)-3-(3,4-difluoro-2-methylphenyl)-4,5-dimethyl-5-(trifluoromethyl)tetrahydrofuran-2-carboxylate